4-(cyclopropoxy)benzoic acid C1(CC1)OC1=CC=C(C(=O)O)C=C1